C1(CC1)S(=O)(=O)NC=1SC=C(N1)C(C(=O)NC1=CC=C(C=C1)C=1C(=NC=CC1)OC)(C)C 2-(2-(cyclopropanesulfonamido)thiazol-4-yl)-N-(4-(2-methoxypyridin-3-yl)phenyl)-2-methylpropanamide